C(C)(C)(C)OC(=O)N1CC2=CC(=CC=C2CC1)C(C=1C=NC(=CC1)C(F)(F)F)O 7-(hydroxy(6-(trifluoromethyl)pyridin-3-yl)methyl)-3,4-dihydroisoquinoline-2(1H)-carboxylic acid tert-butyl ester